C[C@@H]1N(C[C@H](NC1)C)C=1C2=C(N=CN1)N(C=C2C2=CC=CC=C2)C=2C=C(C#N)C=CN2 2-(4-((2S,5R)-2,5-dimethylpiperazin-1-yl)-5-phenyl-7H-pyrrolo[2,3-d]pyrimidin-7-yl)isonicotinonitrile